CCCCCCCCCCCCCCCCCCCCCCCC(C(=O)N[C@@H](CO[C@H]1[C@@H]([C@H]([C@@H]([C@H](O1)CO)O)O)O)[C@@H]([C@@H](CCCCCCCCCCC(C)C)O)O)O The molecule is an N-acyl-1-O-beta-D-glucosyl-4-hydroxy-15-methylhexadecasphinganine in which the acyl group has 25 carbons and 0 double bonds and is 2-hydroxylated. It derives from a 15-methylhexadecaphytosphingosine.